CC(C(C(C)(C)C)C)(C)OO 1,1,3,3-tetramethylmethylbutyl hydroperoxide